C(#N)C1=CC=2N(N=C1)C(=CC2)C2=CC(=C(C=N2)C2=NN=C(S2)C(=O)N2[C@@H](CCC2)CNC(OC(C)(C)C)=O)NC(C)C tert-butyl (S)-((1-(5-(6-(3-cyanopyrrolo[1,2-b]pyridazin-7-yl)-4-(isopropylamino)pyridin-3-yl)-1,3,4-thiadiazole-2-carbonyl)pyrrolidin-2-yl)methyl)carbamate